1-methylspiro[indoline-3,2'-pyran]-2,4'(3'H)-dione CN1C(C2(OC=CC(C2)=O)C2=CC=CC=C12)=O